OC1CCC2=CC=C(C=C12)NC(C=C)=O N-(3-hydroxy-2,3-dihydro-1H-inden-5-yl)acrylamide